N-(oxetan-3-yl)pyrazine-2-carboxamide O1CC(C1)NC(=O)C1=NC=CN=C1